(3R,4R)-4-(((3-cyclopropyl-7-((4-(pyrimidin-2-yl)benzyl)amino)pyrazolo[1,5-a]pyrimidin-5-yl)amino)methyl)piperidin-3-ol C1(CC1)C=1C=NN2C1N=C(C=C2NCC2=CC=C(C=C2)C2=NC=CC=N2)NC[C@@H]2[C@H](CNCC2)O